(6-{6-[(4-cyano-2-fluorobenzyl)oxy]-3-fluoropyridin-2-yl}-6-azaspiro[2.5]oct-1-yl)-1-[(2S)-oxetan-2-ylmethyl]-1H-benzimidazole-6-carboxylic acid ammonium salt [NH4+].C(#N)C1=CC(=C(COC2=CC=C(C(=N2)N2CCC3(CC3C3=NC4=C(N3C[C@H]3OCC3)C=C(C=C4)C(=O)[O-])CC2)F)C=C1)F